BrC=1C=C(C(=C(C=O)C1)OCC1=CC=C(C=C1)OC)OC 5-bromo-3-methoxy-2-((4-methoxybenzyl)oxy)benzaldehyde